1,1-bis(t-butyl-peroxy)-3,3,5-trimethylcyclohexane C(C)(C)(C)OOC1(CC(CC(C1)C)(C)C)OOC(C)(C)C